C1(CC1)C=1N=NN(C1)[C@H](C(=O)N1[C@@H](C[C@H](C1)O)C(=O)NC1COC2=C1C(=CC(=C2)F)F)C(C)(C)C (2S,4R)-1-[(2S)-2-(4-cyclopropyltriazol-1-yl)-3,3-dimethyl-butanoyl]-N-(4,6-difluoro-2,3-dihydrobenzofuran-3-yl)-4-hydroxy-pyrrolidine-2-carboxamide